Linoleic acid anilide C(CCCCCCC\C=C/C\C=C/CCCCC)(=O)NC1=CC=CC=C1